(R)-8-(4-(4,4-difluoropyrrolidine-2-carbonyl)piperazin-1-yl)-N-(1-methylcyclopropyl)-3-(5-(trifluoromethyl)-1,3,4-thiadiazol-2-yl)imidazo[1,5-a]pyridine-6-sulfonamide FC1(C[C@@H](NC1)C(=O)N1CCN(CC1)C=1C=2N(C=C(C1)S(=O)(=O)NC1(CC1)C)C(=NC2)C=2SC(=NN2)C(F)(F)F)F